O=C1N2C(=NC=3C=C4C(=CC13)OCCO4)C(=CC=C2)C(=O)O 12-oxo-2,3-dihydro-12H-[1,4]dioxino[2,3-g]pyrido[2,1-b]quinazoline-7-carboxylic acid